CCN(C1=CC=C(C=C1)C2=NC(=NC(=N2)N3N=CC4=CC=CC=C34)N5N=CC6=CC=CC=C56)CC.C1=CSC(=C1)C(=O)/C=C(\\O)/C(F)(F)F.C1=CSC(=C1)C(=O)/C=C(\\O)/C(F)(F)F.C1=CSC(=C1)C(=O)/C=C(\\O)/C(F)(F)F.[Eu] The molecule is a europium coordination entity composed of europium(III) coordinated to 4-[4,6-di(1H-indazol-1-yl)-1,3,5-triazin-2-yl]-N,N-diethylaniline and three 4,4,4-trifluoro-1-(thiophen-2-yl)butane-1,3-dione units. It has a role as a fluorochrome.